C(C1=CC=CC=C1)OC1=C(C(=CC(=C1)F)C(F)(F)F)Br 1-benzyloxy-2-bromo-5-fluoro-3-(trifluoromethyl)benzene